(6R)-6-{[2-(1-methyl-1H-pyrazol-4-yl)-7-(trifluoromethyl)[1,2,4]triazolo[1,5-c]quinazolin-5-yl]amino}-1,4-diazepan-5-one CN1N=CC(=C1)C1=NN2C(=NC=3C(=CC=CC3C2=N1)C(F)(F)F)N[C@H]1C(NCCNC1)=O